(R)-8-acryloyl-1-((R)-2,2-dimethyl-4-(4-methylpiperazin-1-yl)pyrrolidin-1-yl)-4-fluoro-3-(2-fluorophenyl)-6,6a,7,8,9,10-hexahydro-12H-pyrazino[2,1-c]pyrido[3,4-f][1,4]oxazepin-12-one C(C=C)(=O)N1C[C@@H]2COC3=C(C(N2CC1)=O)C(=NC(=C3F)C3=C(C=CC=C3)F)N3C(C[C@H](C3)N3CCN(CC3)C)(C)C